dimethylcyclohex-3-en-1-carbaldehyde CC1=C(CC(CC1)C=O)C